3-(2-pyridyldithio)-propionic acid, 2,5-dioxo-1-pyrrolidinyl ester N1=C(C=CC=C1)SSCCC(=O)ON1C(CCC1=O)=O